PERFLUOROPHENYL (P)-1-(5-FLUORO-2-METHOXY-4-(1-(TRIFLUOROMETHYL)CYCLOPROPYL)PHENYL)-2-OXO-1,2-DIHYDROQUINOLINE-6-SULFONATE FC=1C(=CC(=C(C1)N1C(C=CC2=CC(=CC=C12)S(=O)(=O)OC1=C(C(=C(C(=C1F)F)F)F)F)=O)OC)C1(CC1)C(F)(F)F